4-bromo-2-methyl-1H-pyrrolo[2,3-b]pyridine-7-oxide BrC1=C2C(=[N+](C=C1)[O-])NC(=C2)C